1-(4-fluorobenzyl)-3-(6-(4-(2-hydroxy-2-methylpropyl)piperazine-1-carbonyl)spiro[3.3]hept-2-yl)urea FC1=CC=C(CNC(=O)NC2CC3(C2)CC(C3)C(=O)N3CCN(CC3)CC(C)(C)O)C=C1